2-(hydroxymethyl)-5-ethoxytetrahydro-2H-pyran-3,4-diol OCC1OCC(C(C1O)O)OCC